Tridec-6-enoic acid C(CCCCC=CCCCCCC)(=O)O